ClC1=CC=C(C=C1)C(C(=O)N[C@@H](C(C)C)C(=O)N[C@H](CCC(=O)O)C(=O)O)(C)C1=CC=C(C=C1)Cl (2,2-bis(4-chlorophenyl)propanoyl)-L-valyl-D-glutamic acid